N-(4-(2-(((1r,4r)-4-aminocyclohexyl)amino)-8-ethylquinazolin-6-yl)-2,3-dimethylphenyl)-2-chlorobenzenesulfonamide NC1CCC(CC1)NC1=NC2=C(C=C(C=C2C=N1)C1=C(C(=C(C=C1)NS(=O)(=O)C1=C(C=CC=C1)Cl)C)C)CC